2-((5-methoxypyridin-3-yl)methyl)-6-(2-(2,2,2-trifluoroethoxy)pyrimidin-5-yl)pyridazin-3(2H)-one COC=1C=C(C=NC1)CN1N=C(C=CC1=O)C=1C=NC(=NC1)OCC(F)(F)F